CC1(C(CC2=CC=CC=C12)NC=1C=CC(=NC1)[C@@H](C(F)(F)F)N(C(=O)C1CN(C1)C(=O)OC(C)(C)C)C)C tert-Butyl 3-(((1S)-1-(5-((1,1-dimethyl-2,3-dihydro-1H-inden-2-yl)amino)pyridin-2-yl)-2,2,2-trifluoroethyl)(methyl)carbamoyl)azetidine-1-carboxylate